O1C2C(=CC=C1)C=CC1=CC=CC=C12 naphtho[1,2-b]pyran